(R)-N-[(1SR)-1-(4-bromophenyl)-2,2-difluoro-propyl]-N,2-dimethyl-propane-2-sulfinamide BrC1=CC=C(C=C1)[C@@H](C(C)(F)F)N([S@](=O)C(C)(C)C)C |&1:7|